bis(2,4,6-tri-tertiary-butylphenyl)pentaerythritol diphosphite OP(O)OP(O)O.C(C)(C)(C)C1=C(C(=CC(=C1)C(C)(C)C)C(C)(C)C)C(O)(C(CO)(CO)CO)C1=C(C=C(C=C1C(C)(C)C)C(C)(C)C)C(C)(C)C